(R)-2-((t-butoxycarbonyl)amino)-3-(4-morpholinylphenyl)propionic acid C(C)(C)(C)OC(=O)N[C@@H](C(=O)O)CC1=CC=C(C=C1)N1CCOCC1